C(#N)C=1C(=NC(=CC1C1=COC=C1)C1=CSC=C1)OCC1=CC=C(C(=O)O)C=C1 4-(3-Cyano-4-furan-3-yl-6-thiophen-3-yl-pyridin-2-yloxymethyl)-benzoic acid